6,7-dichloro-3-(4,4,4-trifluorobutyl)-4,9-dihydro-1H-pyrrolo[3,2-h][2,1,3]benzothiadiazine 2,2-dioxide ClC=1C2=C(C3=C(CN(S(N3)(=O)=O)CCCC(F)(F)F)C1)NC=C2Cl